BrC=1N=C(C=2N(C1)N=CN2)NC2=CC=C(C=C2)N2CCSCC2 4-(4-((6-bromo-[1,2,4]triazolo[1,5-a]pyrazin-8-yl)amino)phenyl)thiomorpholine